(±)-methyl 2-(undeca-1,10-dien-1-yloxy)propanoate C(=CCCCCCCCC=C)O[C@@H](C(=O)OC)C |r|